FC(C1=NN(C=C1)CC(=O)N)(F)F (3-(trifluoromethyl)-1H-pyrazol-1-yl)acetamide